2-fluoro-6-[(4-bromobenzyl)amino]-9-(tetrahydrofuran-2-yl)-9H-purine FC1=NC(=C2N=CN(C2=N1)C1OCCC1)NCC1=CC=C(C=C1)Br